tert-butyl N-[2-[3-[[2-[[4-(3-bromophenyl)thiazol-2-yl]amino]-2-oxo-ethyl]carbamoyl]phenyl]-2-methyl-propyl]carbamate BrC=1C=C(C=CC1)C=1N=C(SC1)NC(CNC(=O)C=1C=C(C=CC1)C(CNC(OC(C)(C)C)=O)(C)C)=O